C(C=C)(=O)[O-].[Cs+] cesium acrylate salt